5-hydroxy-2-(trifluoromethoxy)benzene OC=1C=CC(=CC1)OC(F)(F)F